FC1=C(C=CC=C1)NC=1C=NC=2CC(NC(C2C1)([2H])[2H])([2H])[2H] N-(2-fluorophenyl)-5,6,7,8-tetrahydro-1,6-naphthyridin-5,5,7,7-d4-3-amine